2-(3,4-Dimethoxyphenyl)-3-ethyl-5-((hexahydropyrrolo[3,4-c]pyrrol-2(1H)-yl)methyl)-1H-indol COC=1C=C(C=CC1OC)C=1NC2=CC=C(C=C2C1CC)CN1CC2CNCC2C1